1-(thiazolo[4,5-c]pyridin-6-yl)ethan-1-one S1C=NC=2C=NC(=CC21)C(C)=O